Delta-pentenolactam C1(CCC=CN1)=O